4-[3,5-bis(trifluoromethyl)phenoxy]-3-(5,6-dihydro-4H-pyrrolo[1,2-b]pyrazol-3-yl)-N-methylbenzene-1-sulfonamide FC(C=1C=C(OC2=C(C=C(C=C2)S(=O)(=O)NC)C2=C3N(N=C2)CCC3)C=C(C1)C(F)(F)F)(F)F